Cl.OC1=C(CNC([C@H](C)NC(=O)[C@@H]2NC[C@H](C2)C2=CC=CC=C2)=O)C=C(C=C1C)C (2R,4R)-N-((S)-1-((2-hydroxy-3,5-dimethylbenzyl)amino)-1-oxopropan-2-yl)-4-phenylpyrrolidine-2-carboxamide hydrochloride